C(C)OC(=O)C1=NC=CC=N1 Pyrimidine-2-carboxylic acid ethyl ester